(1r,4r)-4-((6-Fluoro-5-(imidazo[1,2-a]pyrimidin-6-yl)-4-methoxypyrrolo[2,1-f][1,2,4]triazin-2-yl)amino)-1-methylcyclohexan FC=1C(=C2C(=NC(=NN2C1)NC1CCC(CC1)C)OC)C=1C=NC=2N(C1)C=CN2